(R)-8-cyclopentyl-7-ethyl-2-{{1-[2-(4-hydroxypiperidin-1-yl)acetyl]-6-methoxy-1,2,3,4-tetrahydroquinolin-7-yl}amino}-5-methyl-7,8-dihydropterin C1(CCCC1)N1C(CN(C=2C(N[C@](NC12)(N)NC1=C(C=C2CCCN(C2=C1)C(CN1CCC(CC1)O)=O)OC)=O)C)CC